2-(4-amino-3-methoxy-pyrazol-1-yl)ethanol NC=1C(=NN(C1)CCO)OC